6-(4-fluorophenoxy)pyridin-3-ylboronic acid FC1=CC=C(OC2=CC=C(C=N2)B(O)O)C=C1